FC(OC1=CC2=C(N=C(O2)C=2C(=C(C=CC2)C2=C(C(=CC=C2)C=2C=C3CNCC3=CC2)C)C)C=C1CN1[C@@H](CCC1)C(=O)O)F ((6-(difluoromethoxy)-2-(3'-(isoindolin-5-yl)-2,2'-dimethyl-[1,1'-biphenyl]-3-yl)benzo[d]oxazol-5-yl)methyl)-L-proline